3-oxo-isoindolin O=C1NCC2=CC=CC=C12